CC1C(C(C=C(C1)C)C)CO 2,4,6-trimethyl-4-cyclohexen-1-ylmethanol